N=1C=NN2C1C=C(C=C2)OC2=C(C(=C(C=C2)NC=2C1=C(N=CN2)C=CC(=N1)[C@H]1CCN(CCC1)C(=O)OC(C)(C)C)F)C |o1:27| rel-tert-butyl (R)-4-(4-((4-([1,2,4]triazolo[1,5-a]pyridin-7-yloxy)-2-fluoro-3-methylphenyl)amino)pyrido[3,2-d]pyrimidin-6-yl)azepane-1-carboxylate